5-chloro-8-hydroxyquinoline potassium salt [K].ClC1=C2C=CC=NC2=C(C=C1)O